O(C1=CC=CC=C1)CCC(C(=O)O)(C)C.CC(C(=O)O)C 2-methylpropanoate (phenoxyethyl isobutyrate)